4-((1-(tert-butyl)-5-((1S,3R)-3-hydroxycyclopentyl)-1H-pyrazol-3-yl)amino)cyclohexane C(C)(C)(C)N1N=C(C=C1[C@@H]1C[C@@H](CC1)O)NC1CCCCC1